2-[2-(aminomethyl)-3,3-difluoro-allyl]-4-[[5-(1-benzyl-pyrazol-4-yl)-2-thienyl]methyl]-1,2,4-triazol-3-one NCC(CN1N=CN(C1=O)CC=1SC(=CC1)C=1C=NN(C1)CC1=CC=CC=C1)=C(F)F